racemic-cis-N-[1-[(6S)-6-[1-ethyl-1H-pyrrolo[2,3-B]pyridin-5-ylamino]-5,6,7,8-tetrahydroquinolin-2-yl]-4-(methoxymethyl)pyrrolidin-3-yl]carbamic acid tert-butyl ester C(C)(C)(C)OC(N[C@@H]1CN(C[C@@H]1COC)C1=NC=2CC[C@@H](CC2C=C1)NC=1C=C2C(=NC1)N(C=C2)CC)=O |r|